4-chloro-6-cyclopropyl-1-isobutyl-1H-pyrazolo[3,4-d]Pyrimidine ClC1=C2C(=NC(=N1)C1CC1)N(N=C2)CC(C)C